C(C)(=O)[O-].[Zn+2].O=C1NC(CCC1N1C(C2=CC=C(C=C2C1=O)OCCOCCN(C1=CC=2N(C=C1)C=C(N2)C2=CC=C(C=C2)C)C)=O)=O.C(C)(=O)[O-] 2-(2,6-dioxopiperidin-3-yl)-5-(2-(2-(methyl(2-(p-tolyl)imidazo[1,2-a]pyridin-7-yl)amino)ethoxy)ethoxy)isoindoline-1,3-dione zinc acetat